oxazolidin-2-one-5,5-d2 diethyl-2-(3-fluoro-4-nitrophenyl)-2-methylmalonate C(C)OC(C(C(=O)OCC)(C)C1=CC(=C(C=C1)[N+](=O)[O-])F)=O.O1C(NCC1([2H])[2H])=O